CSC=1C=C(OC1)C=O 4-methylsulfanylfuran-2-carbaldehyde